5-[5-(difluoromethyl)-1,3,4-oxadiazol-2-yl]-N-[(1R)-1-(2,6-difluorophenyl)ethyl]pyrimidin-2-amine FC(C1=NN=C(O1)C=1C=NC(=NC1)N[C@H](C)C1=C(C=CC=C1F)F)F